NC1=C(C=C(N=N1)C1=C(C=CC=C1)O)N1C[C@@H]2C([C@@H]2C1)N(C)C 2-(6-amino-5-((1R,5S,6s)-6-(dimethylamino)-3-azabicyclo[3.1.0]hexan-3-yl)pyridazin-3-yl)phenol